tert-butyl (3-((8-(4-(2-(4-hydroxylphenyl)propan-2-yl)phenoxy)octyl)oxy) propyl)carbamate OC1=CC=C(C=C1)C(C)(C)C1=CC=C(OCCCCCCCCOCCCNC(OC(C)(C)C)=O)C=C1